2-(4-chlorophenyl)-N-(4-cyclopropyl-1-oxophthalazin-2(1H)-yl)acetamide ClC1=CC=C(C=C1)CC(=O)NN1C(C2=CC=CC=C2C(=N1)C1CC1)=O